4-hydroxyl-2-(trifluoromethyl)pyridine OC1=CC(=NC=C1)C(F)(F)F